C(C)[C@@H]1N(CCOC1)C=1C=CC(=C(C1)CC(=O)[O-])[N+](=O)[O-] (S)-2-(5-(3-ethylmorpholinyl)-2-nitrophenyl)acetate